C(C)(=O)C=1C=C(C=CC1)NC(\C=C/C=1C(=NN(C1)C1=CC=CC=C1)C1=CC2=CC=CC=C2C=C1)=O (Z)-N-(3-acetylphenyl)-3-(3-(naphthalen-2-yl)-1-phenyl-1H-pyrazol-4-yl)acrylamide